N1-(2-methoxy-4-methylbenzyl)-N2-(2-(5-methylpyridin-2-yl)ethyl)oxalamide CC1=CC(=C(C=C1)CNC(=O)C(=O)NCCC2=NC=C(C=C2)C)OC